2-(1-(4-amino-3-(3,4-dimethoxyphenyl)-1H-pyrazolo[3,4-d]pyrimidin-1-yl)propyl)-3-cyclopropyl-5-fluoroquinazolin-4(3H)-one NC1=C2C(=NC=N1)N(N=C2C2=CC(=C(C=C2)OC)OC)C(CC)C2=NC1=CC=CC(=C1C(N2C2CC2)=O)F